tert-butyl [(1R)-1-{3-[1,1-difluoro-2-hydroxybutyl]-2-fluorophenyl}ethyl]carbamate FC(C(CC)O)(F)C=1C(=C(C=CC1)[C@@H](C)NC(OC(C)(C)C)=O)F